C(#N)C1=CC(=C(COC2=CC=CC(=N2)OC2CCN(CC2)CC2=NC3=C(N2C[C@H]2OCC2)C=C(C=C3)C(=O)O)C=C1)F (S)-2-((4-((6-((4-cyano-2-fluorobenzyl)oxy)pyridin-2-yl)oxy)piperidine-1-yl)methyl)-1-(oxetan-2-ylmethyl)-1H-benzo[d]imidazole-6-carboxylic acid